4-nitro-1,2-xylene [N+](=O)([O-])C=1C=C(C(=CC1)C)C